ethyl 1-[(6-{5-azaspiro[2.3]hexan-5-yl}-2-chloropyridin-3-yl)methyl]-1H-1,2,3-triazole-4-carboxylate C1CC12CN(C2)C2=CC=C(C(=N2)Cl)CN2N=NC(=C2)C(=O)OCC